C1(=CC=CC=C1)C1=CC=NC2=CC(=CC=C12)O[C@@H](C(=O)N1CCCCC1)C (3S)-1-[(2R)-2-[(4-Phenyl-7-quinolyl)oxy]propanoyl]piperidin